N-[(1R)-1-(3,3-difluoro-2H-benzofuran-7-yl)ethyl]-7-methoxy-2-methyl-6-(1-oxo-3,6-dihydro-2H-thiopyran-4-yl)quinazolin-4-amine FC1(COC2=C1C=CC=C2[C@@H](C)NC2=NC(=NC1=CC(=C(C=C21)C=2CCS(CC2)=O)OC)C)F